C(C=C)(=O)N1C[C@@H](O[C@H](C1)[C@@H](C(F)(F)F)O)C1=CC(=NC(=C1)Cl)C1=CC(=NC=N1)C(=O)NC 6-(4-((2S,6R)-4-acryloyl-6-((S)-2,2,2-trifluoro-1-hydroxyethyl)morpholin-2-yl)-6-chloropyridin-2-yl)-N-methylpyrimidine-4-carboxamide